FC1(CC(CC1)C(=O)N1C[C@H]([C@H](C1)F)NC(=O)C=1C=NC=CC1)F N-[(3R,4S)-1-(3,3-difluorocyclopentanecarbonyl)-4-fluoropyrrolidin-3-yl]pyridine-3-carboxamide